ClC1=C(C=C(CNC(C(C)C)=O)C=C1)C=1NC(C=C(N1)C1=CC(=CC=C1)F)=O N-{4-chloro-3-[4-(3-fluorophenyl)-6-oxo-1,6-dihydropyrimidin-2-yl]benzyl}isobutyramide